COC1=C(C=C2C(=CC(=NC2=C1)C)O)O[C@@H]1COCC1 (S)-7-methoxy-2-methyl-6-((tetrahydrofuran-3-yl)oxy)quinolin-4-ol